N-isopropyl-5,6,7,8-tetrahydro-4H-pyrazolo[1,5-a][1,4]diazepine-2-carboxamide C(C)(C)NC(=O)C1=NN2C(CNCCC2)=C1